FC=1C=C2C=C(NC2=CC1OCC1=NC(=CC=C1)F)CNC(=O)C1CC1 N-((5-fluoro-6-((6-fluoropyridin-2-yl)methoxy)-1H-indol-2-yl)methyl)cyclopropanecarboxamide